benzyl ((S)-(5-((((S)-2-amino-3,3,3-trifluoropropyl)amino)methyl)-benzo[d]oxazol-2-yl)(4,4-difluorocyclohexyl)methyl)carbamate N[C@@H](CNCC=1C=CC2=C(N=C(O2)[C@H](C2CCC(CC2)(F)F)NC(OCC2=CC=CC=C2)=O)C1)C(F)(F)F